BrC=1C=C(C=C(C1)Cl)[C@H]1N(CCOC1)CC1=CC=C(C=C1)OC (R)-3-(3-bromo-5-chlorophenyl)-4-(4-methoxybenzyl)morpholine